COC(=O)C1=CC=2N(C=C1)C(=C(N2)C=2NC1=CC=CC=C1C2)C2=CC=CC=C2 2-(1H-indol-2-yl)-3-phenylimidazo[1,2-a]pyridine-7-carboxylic acid methyl ester